ClC1=CC=C(C=C1)C=1C=C(C(N(N1)C1=CC(=CC=C1)F)=O)C(=O)NCC(C)O 6-(4-chlorophenyl)-2-(3-fluorophenyl)-N-(2-hydroxypropyl)-3-oxo-2,3-dihydropyridazine-4-carboxamide